2-methyl-2-(4-nitrophenyl)propan-1-amine CC(CN)(C)C1=CC=C(C=C1)[N+](=O)[O-]